(S)-(-)-t-butylsulfinamide CC(C)(C)[S@](=O)N